11-((2-hydroxyethoxy)imino)-9-nitropyrido[2',3':4,5]pyrimido[1,2-a]indol-5(11H)-one OCCON=C1C=2N(C=3C=CC(=CC13)[N+](=O)[O-])C(C1=C(N2)N=CC=C1)=O